tert-butyl (2S)-3-{4-[2-(2-ethoxyethoxy)ethoxy]phenyl}-2-[(methylsulfonyl)oxy]propanoate tert-butyl-(2S)-3-{4-[2-(2-ethoxyethoxy)ethoxy]phenyl}-2-hydroxypropanoate C(C)(C)(C)OC([C@H](CC1=CC=C(C=C1)OCCOCCOCC)O)=O.C(C)OCCOCCOC1=CC=C(C=C1)C[C@@H](C(=O)OC(C)(C)C)OS(=O)(=O)C